N(C1=CC=C(C=C1)C)C1=CC2=CC=C(C=C2C=C1)S(=O)(=O)[O-] 2-p-Toluidinyl-6-Naphthalinsulfonat